COC(=O)C=1SC(=C(C1)NC1=C(C(=CC=C1C)OC)C)Cl 5-Chloro-4-((3-methoxy-2,6-dimethylphenyl)amino)thiophene-2-carboxylic acid methyl ester